The molecule is an enamide obtained by formal condensation of the carboxy group of trans-cinnamic acid with the secondary amino group of (2S,5R)-1,2,5-trimethylpiperazine. It has a role as an Aspergillus metabolite. It is a N-acylpiperazine, a N-alkylpiperazine, an alkaloid, an enamide and a tertiary carboxamide. It derives from a trans-cinnamic acid. C[C@@H]1CN([C@H](CN1C(=O)/C=C/C2=CC=CC=C2)C)C